C(C)(C)(C)OC(=O)N1C[C@H](CCC1)N1CCN2C1=C(C1=C2N=CN=C1N)C1=CC(=C(C=C1)OC1=NC(=CC=C1)C)F (S)-3-(4-amino-5-(3-fluoro-4-((6-methylpyridin-2-yl)oxy)phenyl)-7,8-dihydro-6H-imidazo[1',2':1,5]pyrrolo[2,3-d]pyrimidin-6-yl)piperidine-1-carboxylic acid tert-butyl ester